FC(C(CC1=NN=CN1C)C=1C=C(C=CC1)NC(OC(C)(C)C)=O)F tert-butyl N-[3-[1,1-difluoro-3-(4-methyl-1,2,4-triazol-3-yl)propan-2-yl] phenyl]carbamate